F\C(\C(=O)NC=1C=C2C(=NC=NC2=CC1OC)NC1=C(C=C(C(=C1)C)OC=1C=CC2=C(NC(O2)O)C1)OC)=C\[C@@H]1N(CCC1)C (E)-2-fluoro-N-(4-((4-((2-hydroxy-2,3-dihydrobenzo[d]oxazol-5-yl)oxy)-2-methoxy-5-methylphenyl)amino)-7-methoxy-quinazolin-6-yl)-3-((R)-1-methylpyrrolidin-2-yl)acrylamide